ethyl (S)-3-(benzyl((R)-1-phenylethyl)amino)-3-(3'-methoxy-5-methylbiphenyl-3-yl)propanoate C(C1=CC=CC=C1)N([C@@H](CC(=O)OCC)C=1C=C(C=C(C1)C)C1=CC(=CC=C1)OC)[C@H](C)C1=CC=CC=C1